C(C)(C)(C)C1=C(C(=CC(=C1)C)C(C)(C)C)O (2,6-di-tert-butyl)-4-methylphenol